bisaminomethylcyclohexane NCC1(CCCCC1)CN